Benzyl (3aS,6aR)-3a-hydroxy-5-oxohexahydrocyclopenta[c]pyrrole-2(1H)-carboxylate Benzyl-(3aR,6aS)-3a-hydroxy-5-oxohexahydrocyclopenta[c]pyrrole-2(1H)-carboxylate C(C1=CC=CC=C1)OC(=O)N1C[C@H]2[C@@](C1)(CC(C2)=O)O.O[C@@]21[C@@H](CN(C2)C(=O)OCC2=CC=CC=C2)CC(C1)=O